(6-chloro-1-naphthyl)amine ClC=1C=C2C=CC=C(C2=CC1)N